ClC1=C(C=CC=C1Cl)C1=NNC2=NC(=CN=C21)N2CCC(CC2)(C#N)C 1-[3-(2,3-dichlorophenyl)-1H-pyrazolo[3,4-b]pyrazine-6-yl]-4-methylpiperidine-4-carbonitrile